CC1(CCCCN1)C (6,6-dimethyl)piperidin